N1=C(C=CC=C1)C1(CCOC2(CCCC2)C1)C=O 9-(pyridin-2-yl)-6-oxaspiro[4.5]decane-9-carbaldehyde